OC1=C(C2=CC=CC=C2C=C1C=O)C1=C(C(=CC2=CC=CC=C12)C=O)O (S)-2,2'-dihydroxyl-[1,1'-binaphthyl]-3,3'-dicarboxaldehyde